3-((6-(1-Methyl-1H-pyrazol-5-yl)-1-oxoisoquinolin-2(1H)-yl)methyl)-N-((1-methylazetidin-3-yl)methyl)benzamide CN1N=CC=C1C=1C=C2C=CN(C(C2=CC1)=O)CC=1C=C(C(=O)NCC2CN(C2)C)C=CC1